5-BROMO-3-ETHYL-1-METHYL-1H-PYRAZOLE-4-CARBOXALDEHYDE BrC1=C(C(=NN1C)CC)C=O